FC=1C=C(C=C(C1C1(COCC1C(=O)NOC)C(=O)N)F)C1=CC(=CC=C1)OC([2H])([2H])[2H] 3-(3,5-difluoro-3'-(methoxy-d3)-[1,1'-biphenyl]-4-yl)-N4-methoxy-2,5-dihydrofuran-3,4-dicarboxamide